2-(methylsulfonyl)-N-(4-((4-(3-((2-((1S)-1-((tetrahydro-2H-pyran-2-yl)oxy)ethyl)-1H-imidazol-1-yl)methyl)isoxazol-5-yl)phenyl)ethynyl)benzyl)ethan-1-amine CS(=O)(=O)CCNCC1=CC=C(C=C1)C#CC1=CC=C(C=C1)C1=CC(=NO1)CN1C(=NC=C1)[C@H](C)OC1OCCCC1